7-[1-(2,2-difluoroethyl)-1H-pyrazolo[3,4-b]pyrazin-6-yl]-1-{[6-(trifluoromethyl)pyridin-2-yl]oxy}-7-azaspiro[3.5]nonane FC(CN1N=CC=2C1=NC(=CN2)N2CCC1(CCC1OC1=NC(=CC=C1)C(F)(F)F)CC2)F